C(N)(OC=1C(=C(C2=C(N(C(=N2)C(F)F)C2=NC(=NC(=N2)Cl)N2CCOCC2)C1)OC)C(C)(C)C)=O (tert-butyl 1-(4-chloro-6-morpholinyl-1,3,5-triazin-2-yl)-2-(difluoromethyl)-4-methoxy-1H-benzo[d]imidazol-6-yl) carbamate